racemic-2-allyl-1-(7-cyclopropyl-7-hydroxy-6,7-dihydro-5H-cyclopenta[b]pyridin-2-yl)-6-((4-(4-methylpiperazin-1-yl)phenyl)amino)-1,2-dihydro-3H-pyrazolo[3,4-d]pyrimidin-3-one C(C=C)N1N(C2=NC(=NC=C2C1=O)NC1=CC=C(C=C1)N1CCN(CC1)C)C1=CC=C2C(=N1)[C@](CC2)(O)C2CC2 |r|